CC(C)OC(CCC)=O butanoic acid 2-propyl ester